C(=O)([O-])[C@H](CSC\C=C(\CCCC(CCCC(CCCC(C)C)C)C)/C)NC(=O)N1[C@@H](CCC1)C(=O)[O-].[Na+].[Na+] disodium (2S)-1-{[(1R)-1-carboxylato-2-{[(2E)-3,7,11,15-tetramethylhexadec-2-en-1-yl]sulfanyl}ethyl]carbamoyl}pyrrolidine-2-carboxylate